dioxidothiOmorpholine [O-]C1N(CCSC1)[O-]